4-benzyloxy-6-chloroquinoline C(C1=CC=CC=C1)OC1=CC=NC2=CC=C(C=C12)Cl